CC1COC2=C1C=C(C(=C2)C)S(=O)(=O)N2CCC(CC2)C=2C(=CC=1N(C2)N=CN1)C 6-(1-((3,6-dimethyl-2,3-dihydrobenzofuran-5-yl)sulfonyl)piperidin-4-yl)-7-methyl-[1,2,4]triazolo[1,5-a]pyridine